butyl 3-amino-3-methyl-pyrrolidine-1-carboxylate NC1(CN(CC1)C(=O)OCCCC)C